(1-(4-chlorobenzyl)piperidin-3-yl)-N,N,2-trimethylpyrazolo[1,5-a]pyrimidin-3-amine ClC1=CC=C(CN2CC(CCC2)C2=NC=3N(C=C2)N=C(C3N(C)C)C)C=C1